CN1N=C(N=C1)COC1=C2C(=NC(=C1)C1=CNC3=CN=C(C=C31)NC(C)=O)C3(OCC2)COCC3 N-(3-(4'-((1-methyl-1H-1,2,4-triazol-3-yl)methoxy)-4,5,5',6'-tetrahydro-2H-spiro[furan-3,8'-pyrano[3,4-b]pyridin]-2'-yl)-1H-pyrrolo[2,3-c]pyridin-5-yl)acetamide